BrC=1C(=C(C(=CC1)C(=O)OCC)C(=O)OC)C O1-ethyl O2-methyl 4-bromo-3-methyl-benzene-1,2-dicarboxylate